2-((3,5-dichloro-4-(4-hydroxy-3-isopropylbenzyl)benzyl)oxy)acetic acid ClC=1C=C(COCC(=O)O)C=C(C1CC1=CC(=C(C=C1)O)C(C)C)Cl